ethyl 6-oxo-2-azaspiro[3.4]octane-2-carboxylate O=C1CC2(CN(C2)C(=O)OCC)CC1